The molecule is a pyrimidone that is uracil in which positions 1, 5, and 6 are substituted by ethoxymethyl, isopropyl, and cyclohexylsulfanyl groups, respectively. It is a pyrimidone and an aliphatic sulfide. It derives from a uracil. CCOCN1C(=C(C(=O)NC1=O)C(C)C)SC2CCCCC2